2-(3'-amino-2-chloro-2'-methylbiphenyl-3-ylcarbamoyl)-1-methyl-6,7-dihydro-1H-imidazo[4,5-c]Pyridine-5(4H)-carboxylic acid tert-butyl ester C(C)(C)(C)OC(=O)N1CC2=C(CC1)N(C(=N2)C(NC=2C(=C(C=CC2)C2=C(C(=CC=C2)N)C)Cl)=O)C